FC1=CC=C(C=C1)N(S(=O)(=O)C=1C=2CCC(C2C(=CC1)OCC1CCOCC1)O)CC(C)C N-(4-fluorophenyl)-1-hydroxy-N-isobutyl-7-((tetrahydro-2H-pyran-4-yl)methoxy)-2,3-dihydro-1H-indene-4-sulfonamide